NC12NC(C(CC1)(CC2)NC(COC2=CC(=C(C=C2)Cl)F)=O)=O N-(1-amino-3-oxo-2-azabicyclo[2.2.2]octan-4-yl)-2-(4-chloro-3-fluorophenoxy)acetamide